N1=CC(=CC=C1)C=1[C@]2(C)[C@@H](CC1)[C@@H]1CC=C3C[C@H](CC[C@]3(C)[C@H]1CC2)O 17-(3-pyridyl)androsta-5,16-dien-3beta-ol